ClC=1C=CC(=C(C1)C1=CC(N(C=C1OC)[C@H](C(=O)NC1=CC(=C(C(=O)O)C=C1)F)CC1=NOC(=C1)C)=O)N1N=NC(=C1)C(F)(F)F (S)-4-(2-(4-(5-chloro-2-(4-(trifluoromethyl)-1H-1,2,3-triazol-1-yl)phenyl)-5-methoxy-2-oxopyridin-1(2H)yl)-3-(5-methylisoxazol-3-yl)propanamido)-2-fluorobenzoic acid